NCCCCCCCCC=CCCCCCCCC Amino-9-octadecen